O1C=C(C=C1)C=1C(=CC2=CN(N=C2C1)CCN1CCOCC1)N 6-(furan-3-yl)-2-(2-morpholinoethyl)-2H-indazol-5-amine